22-amino-16-fluoro-11,19-dimethyl-20-oxa-4,6,10,11,23-pentaazapentacyclo[19.3.1.02,6.08,12.013,18]pentacosa-1(24),2,4,8(12),9,13,15,17,21(25),22-decaene-3-carbonitrile NC=1C=2OC(C3=CC(=CC=C3C=3N(N=CC3CN3C=NC(=C3C(=CN1)C2)C#N)C)F)C